1-methyl-N-[(3-{4-[(1-methylpiperidin-4-yl)amino]-1-(2,2,2-trifluoroethyl)-1H-indol-2-yl}-1,2,4-oxadiazol-5-yl)methyl]-1H-pyrrole-3-carboxamide CN1C=C(C=C1)C(=O)NCC1=NC(=NO1)C=1N(C2=CC=CC(=C2C1)NC1CCN(CC1)C)CC(F)(F)F